3-(anthracen-9-ylmethyl)-1-vinyl-1H-imidazol-3-ium chloride [Cl-].C1=CC=CC2=CC3=CC=CC=C3C(=C12)C[N+]1=CN(C=C1)C=C